C(C)(C)OC(=O)[C@@H]1C[C@H](CCC1)O |r| (+/-)-(1S,3S)-3-hydroxycyclohexane-1-carboxylic acid isopropyl ester